2-isopropyl-2-cyclopentyl-1,3-dimethoxypropane C(C)(C)C(COC)(COC)C1CCCC1